6-bromo-1-ethylpyrazolo[4,3-b]pyridine BrC=1C=C2C(=NC1)C=NN2CC